C(CCC(=O)O)(=O)O.C(C)(C)(C)OC(=O)N[C@@H](CC(C)C)C(=O)O (tert-butyloxycarbonyl)leucine succinate